(5-(6-ethoxy-1H-pyrazolo[3',4':3,4]pyrazolo[1,5-a]pyridin-4-yl)pyridin-2-yl)-1,7-diazaspiro[4.5]decane-1-carboxylic acid tert-butyl ester C(C)(C)(C)OC(=O)N1C(CCC12CNCCC2)C2=NC=C(C=C2)C=2C=1N(C=C(C2)OCC)N=C2C1C=NN2